FC=1C=C2CC(NC2=CC1)=O 5-fluoro-2-oxoindoline